C(C)C=1C(=O)NC(C1C)=O 2-ethyl-3-methylmaleimide